4-[5-[(E)-2-[(tert-Butoxycarbonylamino)methyl]-3-fluoro-allyloxy]-2-pyridinyl]-2-oxo-piperazine-1-carboxylic acid tert-butyl ester C(C)(C)(C)OC(=O)N1C(CN(CC1)C1=NC=C(C=C1)OC\C(=C\F)\CNC(=O)OC(C)(C)C)=O